5-((3-chloro-5-fluoropyridin-2-yl)oxy)pyridin-2-amine ClC=1C(=NC=C(C1)F)OC=1C=CC(=NC1)N